C(C1=CC=CC=C1)OC=1C=2N(N=C(C1)C1=CC3=C(N=C(S3)C3CCNCC3)C(=C1)F)C=C(N2)C 8-(Benzyloxy)-6-[4-fluoro-2-(piperidin-4-yl)-1,3-benzothiazol-6-yl]-2-methylimidazo[1,2-b]pyridazin